[Mn].[Rb] rubidium-manganese